(R)-6-((1-((3-azaspiro[5.5]undecan-9-yl)methyl)piperidin-4-yl)oxy)-7-methoxy-2-Methyl-N-(1-(3-nitro-5-(trifluoromethyl)phenyl)ethyl)quinazolin-4-amine C1CNCCC12CCC(CC2)CN2CCC(CC2)OC=2C=C1C(=NC(=NC1=CC2OC)C)N[C@H](C)C2=CC(=CC(=C2)C(F)(F)F)[N+](=O)[O-]